α-aminocinnamic acid NC(C(=O)O)=CC1=CC=CC=C1